N,N-dibenzylamin C(C1=CC=CC=C1)NCC1=CC=CC=C1